tert-butyl (2-(((6-chloro-3-fluoropyridin-2-yl)methyl)(methyl)amino)ethyl)carbamate ClC1=CC=C(C(=N1)CN(CCNC(OC(C)(C)C)=O)C)F